2-(1-methylpiperidin-4-yl)-5-((1S,5R)-5-(trifluoromethyl)-3-(8-(trifluoromethyl)quinoxalin-5-yl)-3-azabicyclo[3.1.0]hexan-1-yl)-1,3,4-oxadiazole CN1CCC(CC1)C=1OC(=NN1)[C@@]12CN(C[C@]2(C1)C(F)(F)F)C1=C2N=CC=NC2=C(C=C1)C(F)(F)F